COC1=CC=C(C=C1)/C(=C\C1=CC=C(C=C1)OC)/C1=C(C=CC(=C1)OC1=CC=CC=C1)C1=C(C=CC=C1)P(C1=CC=CC=C1)C1=CC=CC=C1 (E)-(2'-(1,2-bis(4-methoxyphenyl)vinyl)-4'-phenoxy-[1,1'-biphenyl]-2-yl)diphenylphosphine